(E)-3-(4-(5-hydroxy-1-(4-hydroxyphenyl)-2-phenylpent-1-en-1-yl)phenyl)azetidine-1-carboxylic acid tert-butyl ester C(C)(C)(C)OC(=O)N1CC(C1)C1=CC=C(C=C1)/C(=C(/CCCO)\C1=CC=CC=C1)/C1=CC=C(C=C1)O